6-ethyl-10-methyl-1,5,9-undecatriene C(C)C(=CCCC=C)CCC=C(C)C